8,8-difluoro-6-methoxy-6-methyl-2-(1-((2-(trimethylsilyl)ethoxy)methyl)-1H-pyrazol-4-yl)-6,7,8,9-tetrahydro-4H-thieno[2,3-c]chromen-4-one FC1(CC=2C3=C(C(OC2C(C1)(C)OC)=O)SC(=C3)C=3C=NN(C3)COCC[Si](C)(C)C)F